(2-methyl-4,5-bis-(methylsulfonyl)-benzoyl)-guanidine CC1=C(C(=O)NC(=N)N)C=C(C(=C1)S(=O)(=O)C)S(=O)(=O)C